5-chloro-2-(1-(1-(tetrahydro-2H-pyran-2-yl)-1H-pyrazol-4-yl)vinyl)pyridine ClC=1C=CC(=NC1)C(=C)C=1C=NN(C1)C1OCCCC1